N[C@@H](COC1=NC(=NC(=C1C)C1=C(C=CC=C1C)CC1CCCCC1)NS(=O)(=O)C=1C=C(C(=O)O)C=CC1)CC(C)(C)C 3-[[4-[(2R)-2-Amino-4,4-dimethyl-pentoxy]-6-[2-(cyclohexylmethyl)-6-methyl-phenyl]-5-methyl-pyrimidin-2-yl]sulfamoyl]benzoic acid